C(=O)O.NCCS(=O)(=O)C(C(=O)N1C[C@@H]2CN([C@H](C1)C(C2)(C)C)C2=CC=C(C=C2)OCC)(F)F 2-((2-aminoethyl)sulfonyl)-1-((1S,5S)-6-(4-ethoxyphenyl)-9,9-dimethyl-3,6-diazabicyclo[3.2.2]nonan-3-yl)-2,2-difluoroethane-1-one (formate)